C(CCCCCCCCCCCCCCCCCCCCCCC)I n-tetracosyl iodide